N-(4,4-difluorocyclohexyl)-3-(4-formylphenyl)-1-methyl-1H-1,2,4-triazole-5-carboxamide FC1(CCC(CC1)NC(=O)C1=NC(=NN1C)C1=CC=C(C=C1)C=O)F